FC=1C=C(OC=2C=CC(=C3C4(C([C@H](C23)O)(F)F)OCCO4)SC(F)(F)F)C=C(C1)F (1'S)-7'-(3,5-difluorophenoxy)-2',2'-difluoro-4'-(trifluoromethylsulfanyl)spiro[1,3-dioxolane-2,3'-indane]-1'-ol